(R)-4-amino-7-fluoro-N-methyl-N-(7-(3-methyl-isoxazol-5-yl)chroman-4-yl)imidazo[1,5-a]quinoxaline-8-carboxamide NC=1C=2N(C3=CC(=C(C=C3N1)F)C(=O)N([C@@H]1CCOC3=CC(=CC=C13)C1=CC(=NO1)C)C)C=NC2